((2-fluoro-8-(4,4,5,5-tetramethyl-1,3,2-dioxaborolan-2-yl)naphthalen-1-yl)ethynyl)-triisopropylsilane FC1=C(C2=C(C=CC=C2C=C1)B1OC(C(O1)(C)C)(C)C)C#C[Si](C(C)C)(C(C)C)C(C)C